NC1=C2C(=NC=N1)N(N=C2C2=CC=C(C=C2)OC2=CC=CC=C2)C2C(CC(CC2)CN2C(C(N(C(C2([2H])[2H])([2H])[2H])C=2C=C1C(N(C(C1=CC2)=O)C2C(NC(CC2)=O)=O)=O)([2H])[2H])([2H])[2H])F 5-(4-((4-(4-amino-3-(4-phenoxyphenyl)-1H-pyrazolo[3,4-d]pyrimidin-1-yl)-3-fluorocyclohexyl)methyl)piperazin-1-yl-2,2,3,3,5,5,6,6-d8)-2-(2,6-dioxopiperidin-3-yl)isoindoline-1,3-dione